NC1CCN(CC1)C1=CC=CC(=N1)S(=O)(=O)NC(=O)C1(CC1)OC1=C(C=CC(=C1)C)C1CCCCC1 N-((6-(4-Aminopiperidin-1-yl)pyridin-2-yl)sulfonyl)-1-(2-cyclohexyl-5-methylphenoxy)cyclopropanecarboxamide